(1-fluoro-4-(4,4,5,5-tetramethyl-1,3,2-dioxaborolane-2-yl)-5-((triisopropylsilyl)ethynyl)naphthalene-2-yl)carbamate FC1=C(C=C(C2=C(C=CC=C12)C#C[Si](C(C)C)(C(C)C)C(C)C)B1OC(C(O1)(C)C)(C)C)NC([O-])=O